C(C=C)(=O)OCCC#C but-3-yn-1-yl acrylate